ICCCCCCCCI 1,8-Diiodooctane